ClC=1C(=CC(=C(C(=O)O)C1)N1CCCC1)NC(=O)C1CC1 5-chloro-4-(cyclopropanecarbonylamino)-2-pyrrolidin-1-ylbenzoic acid